C1(=CC=CC2=CC=CC=C12)C1(NC=NC(=N1)NC1=CC(=CC=C1)C(F)(F)F)N 2-(naphthalen-1-yl)-N4-(3-(trifluoromethyl)phenyl)-1,3,5-triazine-2,4-diamine